(4R)-4-[4-(5-{[(1R,2R,3S,5S)-2-fluoro-8-azabicyclo[3.2.1]octan-3-yl](methyl)amino}pyrazin-2-yl)-3-hydroxyphenyl]-1-methylpyrrolidin-2-one F[C@@H]1[C@H]2CC[C@@H](C[C@@H]1N(C=1N=CC(=NC1)C1=C(C=C(C=C1)[C@H]1CC(N(C1)C)=O)O)C)N2